BrC1=CC(=CC=2N(C(N(C21)C)=O)CC(=O)NC2=CC=C(C=C2)F)Cl 2-(4-bromo-6-chloro-3-methyl-2-oxo-2,3-dihydro-1H-benzo[d]imidazol-1-yl)-N-(4-fluorophenyl)acetamide